N-(3-acetoxy-4-hydroxy-5-(4-chlorophenyl)-2-furanyl)-acetamide C(C)(=O)OC1=C(OC(=C1O)C1=CC=C(C=C1)Cl)NC(C)=O